C1(CC1)N1C(=NC(=C1)C(F)(F)F)C1=CC=C(C=C1)CN1C(C(=CC2=C1N=C(N=C2)C=2C(=NC=NC2OC)C2CC2)C(=O)NN)=O 8-({4-[1-cyclopropyl-4-(trifluoromethyl)imidazol-2-yl]phenyl}methyl)-2-(4-cyclopropyl-6-methoxypyrimidin-5-yl)-7-oxopyrido[2,3-d]pyrimidine-6-carbohydrazide